C(CCC)OCC1=CC(=C(C(=C1)F)C#CC1=CC(=C(C(=C1)F)C1=CC(=C(C(=C1)F)C#N)F)F)F 4'-((4-(butoxymethyl)-2,6-difluorophenyl)ethynyl)-2',3,5,6'-tetrafluoro-[1,1'-biphenyl]-4-carbonitrile